NC1=C(C=C(C=C1F)C(=O)C1=CC=C2C(=CC=CN12)C1=C(C2=C(N(C(=N2)C)C)C=C1C)OC)F (4-amino-3,5-difluorophenyl)(8-(4-methoxy-1,2,6-trimethyl-1H-benzo[d]imidazol-5-yl)indolizin-3-yl)methanone